CCCCC1=CC=C(C=C1)N=CCCC(C)OC(C1=CC=CC=C1)=O.CC1=CC=C2C=CC(C2=C1)=O 6-methyl-1-indenone [4-(4-butyl)phenylimino-2-pentyl]benzoate